methyl 6-bromo-4-(4-methoxybenzyl)-3-oxo-2,3,4,8b-tetrahydrobenzo[b]cyclopropa[d]azepine-1a(1H)-carboxylate BrC=1C=CC2=C(N(C(CC3(C2C3)C(=O)OC)=O)CC3=CC=C(C=C3)OC)C1